C(#N)C1=CC(=C(C=C1)S(=O)(=O)N1C[C@@H]([C@@](C1)(CO)O)OC1=CC(=C(C#N)C=C1)F)C 4-(((3s,4r)-1-((4-cyano-2-methylphenyl)sulfonyl)-4-hydroxy-4-(hydroxymethyl)pyrrolidin-3-yl)oxy)-2-fluorobenzonitrile